ETHYLPYRIDINE BROMIDE CCC1=C(C=CC=N1)Br